Cl.C[C@@H]1[C@H]2CC[C@@H]([C@@H]1C)N2 (1R,2S,3R,4S)-2,3-dimethyl-7-azabicyclo[2.2.1]heptane hydrochloride